{4-[4-amino-7-(1-isobutyrylpiperidin-4-yl)pyrrolo[2,1-f][1,2,4]triazin-5-yl]phenyl}-6-methyl-5-(1-methyl-1H-pyrazol-4-yl)-2-oxo-1-phenyl-1,2-dihydropyridine-3-carboxamide NC1=NC=NN2C1=C(C=C2C2CCN(CC2)C(C(C)C)=O)C2=CC=C(C=C2)C2=C(C(N(C(=C2C=2C=NN(C2)C)C)C2=CC=CC=C2)=O)C(=O)N